COC1=C(C=CC(=C1)OC)C(/C=C(/C=O)\C)(CC=C(C)C)C (E)-4-(2,4-dimethoxyphenyl)-2,4,7-trimethyloct-2,6-dienal